methyl ((4-methyl-2-(6-oxohexyl) phenyl)sulfonyl)-L-prolinate CC1=CC(=C(C=C1)S(=O)(=O)N1[C@@H](CCC1)C(=O)OC)CCCCCC=O